COC(=O)C=1N=CN(C1)CC1=CC=C(C=C1)OCC1=C(C=C(C=C1)C(F)(F)F)Br 1-(4-((2-Bromo-4-(trifluoromethyl)benzyl)oxy)benzyl)-1H-imidazole-4-carboxylic acid methyl ester